C(C)O[Si](OCC)(OCC)CCCCCCSSCCCCCC[Si](OCC)(OCC)OCC bis(triethoxysilylhexyl)disulfide